4,4-dimethylglutaric acid CC(CCC(=O)O)(C(=O)O)C